S(=O)(=O)(C1=CC=C(C)C=C1)OCCO[C@@H]1C[C@H](N(C1)C(=O)OC(C)(C)C)C(=O)OC 1-(tert-butyl) 2-methyl (2S,4R)-4-(2-(tosyloxy)ethoxy)pyrrolidine-1,2-dicarboxylate